C(#N)C1=CC(=C(C=C1)NC(C=C)=O)C N-(4-cyano-methyl-phenyl)acrylamide